CC=1C=CC2=C(N=C(O2)[C@@H]2C[C@@H](NCC2)C)C1 5-methyl-2-[(2S,4S)-2-methylpiperidin-4-yl]-1,3-benzoxazole